(((3S,5S,6R)-6-((tert-butyldiphenylsilyl)oxy)-5-methyl-1-oxaspiro[2.5]octan-5-yl)methyl)-1H-benzo[d]imidazole-6-carbonitrile [Si](C1=CC=CC=C1)(C1=CC=CC=C1)(C(C)(C)C)O[C@H]1[C@](C[C@]2(CO2)CC1)(C)CN1C=NC2=C1C=C(C=C2)C#N